CC1=CC=C(CN2C(C3=CC=CC=C3[C@H]([C@@H]2C2=CC=C(C=C2)C(F)(F)F)C(=O)NC2=CC(=CC=C2)N2CCOCC2)=O)C=C1 (3R,4R)-2-(4-methylbenzyl)-N-(3-morpholinophenyl)-1-oxo-3-(4-(trifluoromethyl)phenyl)-1,2,3,4-tetrahydroisoquinoline-4-carboxamide